C(CCC)C1NS(C2=C(N(C1)C1=CC=C(C=C1)F)C=C(C(=C2)OCC2(CC2)C(=O)O)SCC)(=O)=O 1-(((3-butyl-7-(ethylthio)-5-(4-fluorophenyl)-1,1-dioxido-2,3,4,5-tetrahydro-1,2,5-benzothiadiazepin-8-yl)oxy)methyl)cyclopropane-1-carboxylic acid